but-2-ynamide trifluoroacetate salt FC(C(=O)O)(F)F.C(C#CC)(=O)N